Nitrodiazonium Tetrafluoroborate F[B-](F)(F)F.[N+](=O)([O-])[N+]#N